C[C@@H]([C@@H]([C@H](C(=O)COP(=O)(O)O)O)O)O The molecule is a deoxyketohexose phosphate consisting of L-rhamnulose having a monophosphate group at the 1-position. It has a role as an Escherichia coli metabolite. It derives from a L-rhamnulose. It is a conjugate acid of a L-rhamnulose 1-phosphate(2-).